BrC1=CC2=C(C=C1)C1=CC=C(C=C1C21C2=CC=C(C=C2OC=2C=C(C=CC12)OCCO)OCCO)Br 2,2'-((2,7-dibromospiro[fluorene-9,9'-xanthene]-3',6'-diyl)bis(oxy))diethanol